8-ethyl-7-fluoro-naphthalen-1-ol C(C)C=1C(=CC=C2C=CC=C(C12)O)F